8-bromo-3-(2,6-dichlorophenyl)-7-((2-(trimethylsilyl)ethoxy)methyl)-3,7-dihydro-4H-pyrrolo[3',2':5,6]pyrido[4,3-d]pyrimidin-4-one BrC1=CC2=C(N=CC3=C2N=CN(C3=O)C3=C(C=CC=C3Cl)Cl)N1COCC[Si](C)(C)C